C(C)(=O)N(N(C(=O)C1=CC=2C3=C(C(=NC2C=C1F)N)C=NN3C)CC3=NN(C=C3)C3=CC=C(C=C3)F)C N'-acetyl-4-amino-7-fluoro-N-((1-(4-fluorophenyl)-1H-pyrazol-3-yl)methyl)-N',1-dimethyl-1H-pyrazolo[4,3-c]quinoline-8-carbohydrazide